ClC(C(F)(F)F)C1=NN(C(C=C1C1=CC(=CC(=C1)F)F)=O)CC(=O)OC methyl 2-(3-(1-chloro-2,2,2-trifluoroethyl)-4-(3,5-difluorophenyl)-6-oxopyridazin-1(6H)-yl)acetate